FC([C@@H](O)C1=C2CCN([C@H](C2=CC=C1)C)C(C)=O)F 1-[(1S)-5-[(1S)-2,2-difluoro-1-hydroxy-ethyl]-1-methyl-3,4-dihydro-1H-isoquinolin-2-yl]Ethanone